O=C1CCOC1 3-oxo-1,4-epoxybutane